CN(C1=CC=C(OC2=CC(=C(C=C2C)NC2=NC=NC3=CC(=C(C=C23)NC(/C(=C\[C@@H]2N(CCC2)C)/F)=O)OC)OC)C=C1)C (R,E)-N-(4-((4-(4-(dimethylamino)phenoxy)-2-methoxy-5-methylphenyl)amino)-7-methoxy-quinazolin-6-yl)-2-fluoro-3-(1-methylpyrrolidin-2-yl)acrylamide